nonyl (1-octylpiperidin-4-yl) hydrogen phosphate P(=O)(OCCCCCCCCC)(OC1CCN(CC1)CCCCCCCC)O